C12(CC3CC(CC(C1)C3)C2)NCCCCCNC(OC(C)(C)C)=O tert-butyl (5-(((1s,3s)-adamantan-1-yl)amino)pentyl)carbamate